FC1=CC=C(C=C1)N1CC=NC2=CC=CC=C12 1-(4-fluorophenyl)quinoxaline